ClC(CCCl)OP(=O)([O-])[O-] (1,3-dichloropropyl)phosphat